[H-].[Yb+3].[H-].[H-] ytterbium hydride